((4-methyl-2-oxo-2H-chromen-7-yl)carbamoyl)benzoic acid CC1=CC(OC2=CC(=CC=C12)NC(=O)C1=C(C(=O)O)C=CC=C1)=O